N-((8-fluoro-1,2,3,5,6,7-hexahydro-s-indacen-4-yl)carbamoyl)-1-isopropyl-1H-pyrazole-3-sulfonamide, sodium salt [Na].FC=1C=2CCCC2C(=C2CCCC12)NC(=O)NS(=O)(=O)C1=NN(C=C1)C(C)C